N*5*-(4-bromophenyl)-6-phenyl-[1,2,4]triazine-3,5-diamine BrC1=CC=C(C=C1)NC=1N=C(N=NC1C1=CC=CC=C1)N